((S)-2-hydroxy-3-(3-sulfamoylphenoxy)propyl)((R)-8-((4-hydroxyquinolin-3-yl)sulfonyl)-1-oxa-8-azaspiro[4.5]dec-3-yl)carbamic acid tert-butyl ester C(C)(C)(C)OC(N([C@H]1COC2(C1)CCN(CC2)S(=O)(=O)C=2C=NC1=CC=CC=C1C2O)C[C@@H](COC2=CC(=CC=C2)S(N)(=O)=O)O)=O